4,5-diethyl-2-cyclopentenone C(C)C1C=CC(C1CC)=O